FC1(CC2(C1)C[C@@H](N(CC2)C(=O)OC(C)(C)C)C2=CC=C(C=C2)C(C)(C)O)F |r| (RS)-tert-butyl 2,2-difluoro-6-(4-(2-hydroxypropan-2-yl)phenyl)-7-azaspiro[3.5]nonane-7-carboxylate